1-methyl-3-(pyrrolidin-1-ylmethyl)-5-(3-(trifluoromethyl)phenyl)-1H-1,2,4-triazole CN1N=C(N=C1C1=CC(=CC=C1)C(F)(F)F)CN1CCCC1